2-(butylamino)-5-methyl-4-(p-tolyl)-6H-1,3-oxazin-6-one C(CCC)NC=1OC(C(=C(N1)C1=CC=C(C=C1)C)C)=O